C12CC(CC2C1)OC1=C(C=C(C=C1F)NC(=O)C=1N=C(SC1CC)N1CCCC1)F N-(4-(bicyclo[3.1.0]hexan-3-yloxy)-3,5-difluorophenyl)-5-ethyl-2-(pyrrolidin-1-yl)thiazole-4-carboxamide